NC1=NC=C2N(C(N(C2=N1)[C@@H]1O[C@@H](C[C@H]1O)CO)=O)CC1=CC=C(C=C1)OC 2-amino-9-((2R,3R,5S)-3-hydroxy-5-(hydroxymethyl)tetrahydrofuran-2-yl)-7-(4-methoxybenzyl)-7,9-dihydro-8H-purin-8-one